2-(propyl)adenine C(CC)C1=NC(=C2NC=NC2=N1)N